C(C)(=O)N1CCC(CC1)C1=CC2=C(N=CN=C2N[C@H](C)C2=NC(=CC(=C2)N)C(F)(F)F)N(C1=O)C 6-(1-acetyl-4-piperidyl)-4-[[(1R)-1-[4-amino-6-(trifluoromethyl)-2-pyridyl]ethyl]amino]-8-methyl-pyrido[2,3-d]pyrimidin-7-one